ClC1=CC=C(C=C1)N1N=C2C(=N1)C=CC(=C2)N(CC)CC 2-(4-chlorophenyl)-N,N-diethyl-benzotriazol-5-amine